OCCOCC1(CC1)N(C(=O)C=1C=NN2C1CN(CC2)C(=O)OC(C)(C)C)C tert-butyl 3-({1-[(2-hydroxyethoxy)methyl]cyclopropyl}(methyl)carbamoyl)-4H,5H,6H,7H-pyrazolo[1,5-a]pyrazine-5-carboxylate